ClC1=CC=C(C=C1)C1=CC[C@]2(CCC[C@H]2C1)C (3aR,7aS)-6-(4-chlorophenyl)-3a-methyl-2,3,3a,4,7,7a-hexahydro-1H-indene